C(C)OCC=1NC2=C(C=[N+](C=3C=CC=C(C23)OC)[O-])N1 2-(ethoxymethyl)-9-methoxy-5-oxido-imidazo[4,5-c]quinolin